4-Methyl-2-(6-(((tetrahydro-2H-pyran-4-yl)amino)methyl)pyridazin-3-yl)-5-(trifluoromethyl)phenol CC1=CC(=C(C=C1C(F)(F)F)O)C=1N=NC(=CC1)CNC1CCOCC1